O[C@H]1[C@H](C2=CC=CC=C2C1)NC(=O)C1=CC2=C(N=C(S2)C=2C=NC(=CC2)C)C=C1 N-((1S,2R)-2-hydroxy-2,3-dihydro-1H-inden-1-yl)-2-(6-methyl-pyridin-3-yl)benzo[d]-thiazole-6-carboxamide